N-(4-Cyano-3-methyl-1,2-thiazol-5-yl)-2-[4-(1H-pyrazol-5-yl)benzoyl]cyclohexanecarboxamide C(#N)C=1C(=NSC1NC(=O)C1C(CCCC1)C(C1=CC=C(C=C1)C1=CC=NN1)=O)C